O1CCOC12CCN(CC2)C2=CC=CC=1N(CCOC12)[C@H]1C(NC(CC1)=O)=O (3R)-3-[8-(1,4-dioxa-8-azaspiro[4.5]decan-8-yl)-2,3-dihydro-1,4-benzoxazin-4-yl]piperidine-2,6-dione